OC1=C(C=CC(=C1)C(F)(F)F)C1=C(C(=C(N=N1)C(=O)C=1C=NC=CC1)C)C (6-(2-hydroxy-4-(trifluoromethyl)phenyl)-4,5-dimethylpyridazin-3-yl)(pyridin-3-yl)methanone